(E)-5-fluoro-2-(3-fluoro-4-isopropyl-5-methoxystyryl)pyridine FC=1C=CC(=NC1)\C=C\C1=CC(=C(C(=C1)OC)C(C)C)F